6-(3,5-difluoroanilino)-N-(3-methylcyclopropan-3-yl)-[1,3]dioxolo[4,5-c]pyridine-4-carboxamide FC=1C=C(NC2=CC3=C(C(=N2)C(=O)NC2(CC2)C)OCO3)C=C(C1)F